4-(2-(bicyclo[1.1.1]pentan-1-ylamino)-2-oxoacetyl)-1-methyl-1H-pyrrole-2-carboxylic acid ethyl ester C(C)OC(=O)C=1N(C=C(C1)C(C(=O)NC12CC(C1)C2)=O)C